ClC=1C(=C(C(=C(C1)\C(\C)=N\NC(=O)OC(C)(C)C)OCC)[C@@H]1CNC(C1)=O)F (R,E)-tert-butyl 2-(1-(5-chloro-2-ethoxy-4-fluoro-3-(5-oxopyrrolidin-3-yl)phenyl)ethylidene)hydrazinecarboxylate